[Si](C)(C)(C(C)(C)C)OC(C)C=1C=C(C=CC1)NC1=C(C#N)C=C(C(=N1)C)C1=CC=CC=C1 2-((3-(1-((tert-butyldimethylsilyl)oxy)ethyl)phenyl)amino)-6-methyl-5-phenylnicotinonitrile